(R)-1-methoxy-3-(4-(4-(1-(pent-3-yl)-1H-pyrazol-4-yl)pyrazolo[1,5-a]pyrazin-6-yl)-1H-pyrazol-1-yl)propan-2-ol Tricosan-11-yl-L-alaninate CCCCCCCCCCC(CCCCCCCCCCCC)N[C@@H](C)C(=O)O[C@@H](COC)CN1N=CC(=C1)C=1N=C(C=2N(C1)N=CC2)C=2C=NN(C2)C(CC)CC